OC12C(C(N(C1=O)C(=O)[O-])C(N(C=1C=C(C=CC1)C)C)=O)(CCC2)O 3a,6a-dihydroxy-1-(methyl(m-tolyl)carbamoyl)-3-oxohexahydrocyclopenta[c]pyrrole-2(1H)-carboxylate